5-(4-((7,8-dimethyl-6-oxo-5,6-dihydro-1,5-naphthyridin-3-yl)methyl)piperazin-1-yl)-N-methylpicolinamide CC=1C(NC=2C=C(C=NC2C1C)CN1CCN(CC1)C=1C=CC(=NC1)C(=O)NC)=O